C(C)(C)OC=1C(=C(C=C2C(CCNC12)=O)F)N1CCN(CC1)C 8-isopropoxy-6-fluoro-7-(4-methylpiperazin-1-yl)-2,3-dihydro-quinolin-4(1H)-one